C(C)(C)(C)OC(=O)N1CCN(CC1)CCOCC1CCNCC1 4-(2-(piperidin-4-ylmethoxy)ethyl)piperazine-1-carboxylic acid tert-butyl ester